C(C(C)C)C=1C=C(C=CC1)C(C(=O)O)C 2-(3-isobutylphenyl)propionic acid